C(C=1C(O)=CC=CC1)(=O)[O-].[Fe+3].C(C=1C(O)=CC=CC1)(=O)[O-].C(C=1C(O)=CC=CC1)(=O)[O-] Ferric Salicylate